(1S,2S)-N-(8-chloro-6-((S)-4-methyl-2-oxooxazolidin-3-yl)isoquinolin-3-yl)-2-fluorocyclopropaneCarboxamide ClC=1C=C(C=C2C=C(N=CC12)NC(=O)[C@H]1[C@H](C1)F)N1C(OC[C@@H]1C)=O